O1C2=C(OCC1)C=C(C=C2)[C@H]([C@H](O)C2CCN(CC2)CCC2=C(C=NC1=CC=C(N=C21)OC)F)O (1R,2R)-1-(2,3-dihydrobenzo[b][1,4]dioxin-6-yl)-2-(1-(2-(3-fluoro-6-methoxy-1,5-naphthyridin-4-yl)ethyl)piperidin-4-yl)ethane-1,2-diol